BrC=1C=C(C(=NC1OC)CCN(C)C)[N+](=O)[O-] 2-(5-bromo-6-methoxy-3-nitropyridin-2-yl)-N,N-dimethylethan-1-amine